CC(=CCCC1(CC=CCC1)C=O)C (4-methyl-3-pentenyl)-3-cyclohexencarboxaldehyde